3-[(1H-benzimidazol-2-ylamino)methyl]-1-({3,4-difluoro-2-[(2-fluoro-4-iodophenyl)amino]phenyl}carbonyl)azetidin-3-ol N1C(=NC2=C1C=CC=C2)NCC2(CN(C2)C(=O)C2=C(C(=C(C=C2)F)F)NC2=C(C=C(C=C2)I)F)O